CN1N=CC(=C1)C(=O)NC1=CC2=C(C=N1)C=C(N2)C2=NC(=NC=C2)OCCC 1-methyl-N-(2-(2-propoxypyrimidin-4-yl)-1H-pyrrolo[3,2-c]pyridin-6-yl)-1H-pyrazole-4-carboxamide